2-cyclopropyl-7-(4-phenoxyphenyl)-7,9-dihydro-8H-purin-8-one C1(CC1)C1=NC=C2N(C(NC2=N1)=O)C1=CC=C(C=C1)OC1=CC=CC=C1